(2,2,3,3,3-pentafluoro-propyl)-malonamide FC(CC(C(=O)N)C(=O)N)(C(F)(F)F)F